The molecule is a cembrane diterpenoid isolated from the leaves of Croton gratissimus. It has a role as a metabolite. It is a cembrane diterpenoid, a diterpene lactone and a macrocycle. C/C/1=C\\C/C=C(/C=C/[C@H](CCC2=C[C@@H](C1)OC2=O)C(C)C)\\C